C(#N)C1=C(CCC1)NC(C)=O N-(2-cyanocyclopent-1-ene-1-yl)acetamide